C(C)(C)(C)OC(=O)N1C[C@@H](OCC1)C(=O)O (2R)-4-tert-butoxycarbonylmorpholine-2-carboxylic acid